methyl-3-bromo-2-formylphenylboronic acid CC1=C(C(=C(C=C1)B(O)O)C=O)Br